4-phenyl-6-(6-quinolyl)-1,3,5-triazine C1(=CC=CC=C1)C1=NC=NC(=N1)C=1C=C2C=CC=NC2=CC1